FC=1C(=C(C=C(C1)F)C=1C=C2C(=NN1)NCC1(N2CCN(C1)C(=O)N1[C@@H](CNC[C@H]1C)C)C)O (2-(3,5-difluoro-2-hydroxyphenyl)-6a-methyl-5,6,6a,7,9,10-hexahydro-8H-pyrazino-[1',2':4,5]pyrazino[2,3-c]pyridazin-8-yl)((2R,6R)-2,6-dimethylpiperazin-1-yl)methanone